OC1=CC=C2C(C=C(OC2=C1OC)C1=CC=C(C=C1)CCCCN1CCCC1)=O 7-hydroxy-8-methoxy-2-(4-(4-(pyrrolidin-1-yl)butyl)phenyl)-4H-chromen-4-one